CC1=C(CN2N=C(N=C2)C(=O)N)C=CC=C1 1-(2-methylbenzyl)-1H-1,2,4-triazole-3-carboxamide